2,4-dipentyloxyphenylphosphine oxide C(CCCC)OC1=C(C=CC(=C1)OCCCCC)[PH2]=O